(S)-2-Hydroxy-(4-methoxyphenyl)acetic acid O[C@H](C(=O)O)C1=CC=C(C=C1)OC